1-(bromometh-yl)cyclobutane-carbonitrile BrCC1(CCC1)C#N